NC1=NNC(=C1)C1=C(OC[C@@H]2CN(CCC2)C(=O)OC(C)(C)C)C=CC=C1OC tert-butyl (3S)-3-[[2-(3-amino-1H-pyrazol-5-yl)-3-methoxyphenoxy]methyl]piperidine-1-carboxylate